2-{[1-(6-nitropyridin-3-yl)piperidin-4-yl]oxy}ethanol [N+](=O)([O-])C1=CC=C(C=N1)N1CCC(CC1)OCCO